(R)-4-((2-cyanophenyl)thio)-6-(1-(2-(3-hydroxypyrrolidin-1-yl)-2-oxoethyl)-1H-pyrazol-4-yl)pyrazolo[1,5-a]pyridine-3-carbonitrile C(#N)C1=C(C=CC=C1)SC=1C=2N(C=C(C1)C=1C=NN(C1)CC(=O)N1C[C@@H](CC1)O)N=CC2C#N